C(C)(=O)NC1=C(C(=O)NC=2SC(=C(N2)C)C)C=C(C=C1)C 2-acetamido-N-(4,5-dimethylthiazol-2-yl)-5-methylbenzamide